6-methyl-4-(2-methyl-2H-pyrazolo[4,3-c]pyridin-3-yl)nicotinic acid CC1=NC=C(C(=O)O)C(=C1)C=1N(N=C2C1C=NC=C2)C